2-methyl-1,4-dihydrobenzyl alcohol CC=1C(CO)C=CCC1